[Fe].[Zr].[V] vanadium zirconium iron